4-((2,6-difluoro-4-(5-(trifluoromethyl)-1H-1,2,3-triazol-1-yl)benzyl)oxy)phenyl sulfurofluoridate S(OC1=CC=C(C=C1)OCC1=C(C=C(C=C1F)N1N=NC=C1C(F)(F)F)F)(=O)(=O)F